2,6-dichloro-N-methylpyrimidine-4-amine ClC1=NC(=CC(=N1)NC)Cl